2-{3-[6-(tert-butoxycarbonyl)-2,6-diazaspiro[3.3]heptan-2-yl]-1,2-oxazol-5-yl}-3-methylbutanoic acid C(C)(C)(C)OC(=O)N1CC2(CN(C2)C2=NOC(=C2)C(C(=O)O)C(C)C)C1